ClC1=C(C=C(C=C1)/C=C/C(=O)C1=CC=C(C=C1)O)[N+](=O)[O-] (E)-3-(4-Chloro-3-nitrophenyl)-1-(4-hydroxyphenyl)prop-2-en-1-one